methyl-(4-(3-amino-7-(4-hydroxyphenyl)-1H-indazol-5-yl) pyridin-2-yl) carbamate C(N)(OC1=NC=CC(=C1C)C=1C=C2C(=NNC2=C(C1)C1=CC=C(C=C1)O)N)=O